C(C)OC(C=C)=O.C(C(=C)C)(=O)O Methacrylic Acid Ethylacrylate